ClC1=NC=C2C(=N1)N(N=C2)C(C)C 6-chloro-1-isopropyl-1H-pyrazolo[3,4-d]pyrimidine